N-(2-(1-decanoyl-3,5-dimethylindol-3-yl)ethyl)-N-methylacetamide C(CCCCCCCCC)(=O)N1CC(C2=CC(=CC=C12)C)(C)CCN(C(C)=O)C